C1(=CC=C(C=C1)C1=CC=C(C=C)C=C1)C 4-para-tolylstyrene